OC=1C=C(C=CC1)C1=C2CCNC2=CC=C1 4-(3-hydroxyphenyl)indoline